The molecule is a homodetic cyclic peptide containing a 28-membered ring and consisting of 3-methyl-N-[(2E,4Z)-8-methylnona-2,4-dienoyl]-L-alpha-aspartyl, (2S)-2,3-diaminobutanoyl, D-valyl, L-lysyl, 3-hydroxy-L-alpha-aspartyl, L-alpha-aspartyl, glycyl, 3-methyl-D-alpha-aspartyl, L-valyl, and (4R)-methyl-L-proline joined in sequence and cyclised by condensation of the beta-amino group of the 2,3-diaminobutanoyl residue with the carboxy group of the 4-methylproline residue. It has a role as a bacterial metabolite, a member of calcium-dependent antibiotics and an antibacterial agent. It is a homodetic cyclic peptide and a lipopeptide. C[C@@H]1C[C@H]2C(=O)NC([C@@H](C(=O)N[C@@H](C(=O)N[C@H](C(=O)N[C@H](C(=O)N[C@H](C(=O)NCC(=O)N[C@@H](C(=O)N[C@H](C(=O)N2C1)C(C)C)C(C)C(=O)O)CC(=O)O)C(C(=O)O)O)CCCCN)C(C)C)NC(=O)[C@H](C(C)C(=O)O)NC(=O)/C=C/C=C\\CCC(C)C)C